The molecule is a dipeptide obtained by formal condensation of the carboxy group of pyroglutamic acid with the amino group of valine. It derives from a 5-oxo-L-proline and a L-valine. It is a conjugate base of a pyroglutamylvalinate. CC(C)[C@@H](C(=O)O)NC(=O)[C@@H]1CCC(=O)N1